[NH+]=1NN=NC1.C(C)N1CN(C=C1)C 1-ethyl-3-methylimidazole tetrazolium salt